COC(=O)C1=CC2=CC=CC=C2C(=C1)OC 4-methoxy-2-naphthoic acid methyl ester